dibutyltin di(ethylhexanoate) C(C)C(C(=O)[O-])CCCC.C(C)C(C(=O)[O-])CCCC.C(CCC)[Sn+2]CCCC